C(C1=CC=CC=C1)OC([C@@H](CNC(=O)C1=CC2=C(NC=N2)C=C1)NC(=O)OCC1=CC=CC=C1)=O (R)-benzyl-3-(1H-benzo[d]imidazole-5-carboxamido)-2-(((benzyloxy)carbonyl)amino)propanoate